osmium dicyclopentadiene C1=CC=CC1.C1=CC=CC1.[Os]